ClC1=CC2=C(N(C(N=C2N2[C@H](CN(CC2)C(C=C)=O)C)=O)C2=C(C=CC=C2)C(C)C)N=C1C1=C(C=CC(=C1)O)Cl 6-chloro-7-(2-chloro-5-hydroxyphenyl)-4-((2S)-2-methyl-4-(2-propenoyl)-1-piperazinyl)-1-(2-(2-propanyl)phenyl)pyrido[2,3-d]pyrimidin-2(1H)-one